4,8-bis(2-ethylhexyloxy)benzo[1,2-b:4,5-b']dithiophene-al C(C)C(COC1=C2C(SC(=C2)C=O)=C(C2=C1SC=C2)OCC(CCCC)CC)CCCC